ClC=1C=C(C=CC1N1C(NCC1)=O)C1=C(C(=CC(=C1)F)C1=CC(=NC=C1)N1CCN(CC1)C(=O)OC(C)(C)C)OC tert-butyl 4-(4-(3'-chloro-5-fluoro-2-methoxy-4'-(2-oxoimidazolidin-1-yl)-[1,1'-biphenyl]-3-yl)pyridin-2-yl)piperazine-1-carboxylate